4-(2-fluoro-4-tetrahydrothiopyran-4-yloxy-phenyl)-piperazine-1-carboxylic acid tert-butyl ester C(C)(C)(C)OC(=O)N1CCN(CC1)C1=C(C=C(C=C1)OC1CCSCC1)F